CNC(=O)C1=C(C=CC=C1)CN1CC2(CN(C2)C(=O)OC(C)(C)C)C1 Tert-Butyl 6-[[2-(methylcarbamoyl)phenyl]methyl]-2,6-diazaspiro[3.3]heptane-2-carboxylate